(E)-1-[2-Hydroxy-4-(hydroxymethyl)-6-methoxyphenyl]-3-(4-methylphenyl)prop-2-en OC1=C(C(=CC(=C1)CO)OC)C\C=C\C1=CC=C(C=C1)C